O.S(=O)(=O)([O-])[O-].[V+4].S(=O)(=O)([O-])[O-] vanadium (iv) sulfate hydrate